NC=1C(=C(C=CC1)S(=O)(=O)NCC1=C(C=C(C=C1)OC)OC)N1N=CC(=C1)F amino-N-(2,4-dimethoxybenzyl)-2-(4-fluoro-1H-pyrazol-1-yl)benzenesulfonamide